C(#N)C=1C=C(C=CC1)C(CCC1CC1)(N[S@](=O)C(C)(C)C)C=1C=CC(=C(C1)NC(=O)[C@@H]1NC[C@@H](C1)O)F (2R,4R)-N-(5-((-)-1-(3-cyanophenyl)-3-cyclopropyl-1-((R)-1,1-dimethylethylsulfinamido)propyl)-2-fluorophenyl)-4-hydroxypyrrolidine-2-carboxamide